5-[[2-[6-[5-(1-hydroxycyclopropyl)-4H-1,2,4-triazol-3-yl]-2-azaspiro[3.3]heptane-2-carbonyl]-2-azaspiro[3.3]heptan-6-yl]methyl]-2-(trifluoromethyl)isonicotinonitrile OC1(CC1)C=1NC(=NN1)C1CC2(CN(C2)C(=O)N2CC3(C2)CC(C3)CC3=CN=C(C=C3C#N)C(F)(F)F)C1